(4S)-tert-butyl-(2R)-[2-(diphenylphosphino)ferrocenyl]-2-oxazoline C(C)(C)(C)[C@@H]1N=C(OC1)[C-]1C(=CC=C1)P(C1=CC=CC=C1)C1=CC=CC=C1.[CH-]1C=CC=C1.[Fe+2]